3-chloro-2,6-difluoro-N-(6-fluoropyridin-2-yl)-4-(3-methoxy-3-(1-methylazetidin-2-yl)pyrrolidin-1-yl)benzenesulfonamide ClC=1C(=C(C(=CC1N1CC(CC1)(C1N(CC1)C)OC)F)S(=O)(=O)NC1=NC(=CC=C1)F)F